Cl.NCC(=O)N1CCN(CC1)C1=CC=C(C=C1)NC1=NC(=NC=2C=NNC(C21)=O)C2=CC=CC=C2 4-(4-(4-(2-Aminoacetyl)piperazin-1-yl)phenylamino)-2-phenylpyrimido[4,5-d]pyridazin-5(6H)-on Hydrochlorid